tert-Butyl {3-[(4-aminobenzoyl){(1R)-1-[1-benzyl-4-(2,5-difluorophenyl)-1H-imidazol-2-yl]-2,2-dimethylpropyl}amino]propyl}carbamate NC1=CC=C(C(=O)N(CCCNC(OC(C)(C)C)=O)[C@H](C(C)(C)C)C=2N(C=C(N2)C2=C(C=CC(=C2)F)F)CC2=CC=CC=C2)C=C1